BrC1=CC=2N(C=C1)C(=CN2)N2C(N(C(CC2)=O)CC2=CC=C(C=C2)OC)=O 1-(7-bromoimidazo[1,2-a]pyridin-3-yl)-3-[(4-methoxyphenyl)methyl]-1,3-diazinane-2,4-dione